1,2,4-thiadiazol-2-amine S1N(CN=C1)N